tert-butyl 3-(2,6-dichloro-4-(6-cyano-4-(hydroxymethyl)-3,5-dioxo-4,5-dihydro-1,2,4-triazin-2(3H)-yl) phenoxy)-5-isopropyl-6-oxopyridazine-1(6H)-carboxylate ClC1=C(OC2=NN(C(C(=C2)C(C)C)=O)C(=O)OC(C)(C)C)C(=CC(=C1)N1N=C(C(N(C1=O)CO)=O)C#N)Cl